C1(CC1)C1=NC=CC(=C1)C1=NOC(=C1)[C@H](C)N (1S)-1-[3-(2-cyclopropyl-4-pyridinyl)isoxazol-5-yl]ethanamine